C(C)(C)(C)OC(=O)N1CCC2(C[C@@H](NC2=O)CCC#N)CC1.CN(C(CCNCC=1C=C(C(=O)N)C=CC1)=O)C 3-[[[3-(dimethylamino)-3-oxo-propyl]amino]methyl]benzamide tert-butyl-(S)-3-(2-cyanoethyl)-1-oxo-2,8-diazaspiro[4.5]decane-8-carboxylate